tert-butyl methyl(2-{[4-(3-phenyl-1H-pyrrolo[3,2-b]pyridin-2-yl)pyridin-3-yl]oxy}ethyl)carbamate CN(C(OC(C)(C)C)=O)CCOC=1C=NC=CC1C1=C(C2=NC=CC=C2N1)C1=CC=CC=C1